5-chloro-2-(pyridin-2-yl)-pyridin-3-yl 3-[4-(2-aminothiazol-4-yl)-1H-1,2,3-triazol-1-yl]-3-deoxy-2-O-methyl-1-thio-alpha-D-galactopyranoside NC=1SC=C(N1)C=1N=NN(C1)[C@@H]1[C@H]([C@@H](SC=2C(=NC=C(C2)Cl)C2=NC=CC=C2)O[C@@H]([C@@H]1O)CO)OC